FC(C(=O)O)(F)F.C1CN(CCC12CCNCC2)C2=C(C=CC=C2)/C=C/C(=O)NO (E)-3-(2-(3,9-diazaspiro[5.5]undecan-3-yl)phenyl)-N-hydroxyacrylamide 2,2,2-trifluoroacetate